[3-(4-aminobenzoyl) oxyphenyl] 4-aminobenzoate NC1=CC=C(C(=O)OC2=CC(=CC=C2)OC(C2=CC=C(C=C2)N)=O)C=C1